5-(8-(6-acetyl-3-ethyl-4,5,6,7-tetrahydro-1H-pyrazolo[3,4-c]pyridin-1-yl)isoquinolin-3-yl)-N-(4-(2-(2,6-dioxopiperidin-3-yl)-1-oxoisoindolin-4-yl)but-3-yn-1-yl)picolinamide C(C)(=O)N1CC2=C(CC1)C(=NN2C=2C=CC=C1C=C(N=CC21)C=2C=CC(=NC2)C(=O)NCCC#CC2=C1CN(C(C1=CC=C2)=O)C2C(NC(CC2)=O)=O)CC